4-((S)-3-aminopiperidin-1-yl)-N-(6-(2-fluoro-6-methoxyphenyl)-5-nitropyridin-2-yl)-5-(1-(2,2,2-trifluoroethyl)-1H-pyrazol-4-yl)pyridin-2-amine N[C@@H]1CN(CCC1)C1=CC(=NC=C1C=1C=NN(C1)CC(F)(F)F)NC1=NC(=C(C=C1)[N+](=O)[O-])C1=C(C=CC=C1OC)F